2-(((tetrahydrofuran-3-yl)methyl)amino)pyrido[2,3-d]pyrimidin O1CC(CC1)CNC=1N=CC2=C(N1)N=CC=C2